(S)-4-(7-Chloro-8-fluoro-2-(((1S,3S,5S)-2-methyl-2-azabicyclo[3.1.0]hexan-3-yl)methoxy)pyrido[4,3-d]pyrimidin-4-yl)-1,4-oxazepan-6-ol ClC1=C(C=2N=C(N=C(C2C=N1)N1CCOC[C@H](C1)O)OC[C@H]1N([C@H]2C[C@H]2C1)C)F